4-[4-[3-Cyano-4-[2-(3,5-difluoro-2-pyridinyl)-2-isopropoxy-ethoxy]pyrazolo[1,5-a]pyridin-6-yl]-5-methyl-triazol-1-yl]piperidine-1-carboxylic acid tert-butyl ester C(C)(C)(C)OC(=O)N1CCC(CC1)N1N=NC(=C1C)C=1C=C(C=2N(C1)N=CC2C#N)OCC(OC(C)C)C2=NC=C(C=C2F)F